N-(1-(6-amino-5-(2,3-dichlorophenyl)pyrazin-2-yl)-4-methylpiperidin-4-yl)-1-((1-(5-(2,6-dioxopiperidin-3-yl)pyridin-3-yl)piperidin-4-yl)methyl)piperidine-4-carboxamide NC1=C(N=CC(=N1)N1CCC(CC1)(C)NC(=O)C1CCN(CC1)CC1CCN(CC1)C=1C=NC=C(C1)C1C(NC(CC1)=O)=O)C1=C(C(=CC=C1)Cl)Cl